N1CCC(C2=CC=CC=C12)=O 2,3-Dihydroquinolin-4(1H)-one